1-(2'-Hydroxy-4'-benzyloxyphenyl)-2-(1H-1,2,4-triazolyl)ethanone OC1=C(C=CC(=C1)OCC1=CC=CC=C1)C(CN1N=CN=C1)=O